N1=C(C=CC=C1)C(=O)OC1CC2(C(N3[C@H](O2)CC[C@H]3C3=CC(=CC(=C3)F)F)=O)C1 (5'S,7a'R)-5'-(3,5-difluorophenyl)-3'-oxotetrahydro-3'H-spiro[cyclobutane-1,2'-pyrrolo[2,1-b]oxazol]-3-yl picolinate